C(#N)C1=CC(=C(COC=2C=C(C=CC2)C2=CC=C(C=C2)CC2=NC3=C(N2CCOC)C=CC=C3)C=C1)F 2-((3'-(4-Cyano-2-fluorobenzyloxy)biphenyl-4-yl)methyl)-1-(2-methoxyethyl)-1H-benzo[d]imidazol